CC1(CC(C23C1CCC(CCC2)(C3)C)OCCC)C ((1,1,7-trimethyldecahydro-3a,7-methanocyclopenta-cycloocten-3-yl)oxy)propan